C(C(=C)C)(=O)OC[SiH2]N[SiH2]N[SiH3] methacryloxymethyl-trisilazane